BrC1=C2C=NN(C2=C(C=C1Cl)C1CC1)C1CC1 4-bromo-5-chloro-1,7-dicyclopropylindazole